N1CCC(CC1)CCN1CCCC1 1-(2-(piperidin-4-yl)ethyl)pyrrolidine